1-ethenyl-3-methylimidazolium methyl-sulfate COS(=O)(=O)[O-].C(=C)N1C=[N+](C=C1)C